CC=1C=CC=C2N(CCN(C12)C(=O)OC(C)(C)C)C1=CC2=C(N=C(N=C2)NC2=CC=C(C=C2)N2CCN(CC2)C)N(C1=O)C tert-butyl 8-methyl-4-[8-methyl-2-[4-(4-methylpiperazin-1-yl) anilino]-7-oxo-pyrido[2,3-d]pyrimidin-6-yl]-2,3-dihydroquinoxaline-1-carboxylate